N1-(4-(5-bromo-3,3-dimethyl-2,3-dihydro-1H-pyrrolo[3,2-b]pyridin-1-yl)pyrimidin-2-yl)-N4-(2-(dimethylamino)ethyl)-2-methoxy-N4-methyl-5-nitrobenzene-1,4-diamine BrC1=CC=C2C(=N1)C(CN2C2=NC(=NC=C2)NC2=C(C=C(C(=C2)[N+](=O)[O-])N(C)CCN(C)C)OC)(C)C